4-ethoxy-N-(2-methyl-2H-indazol-5-yl)-2-(methylsulfinyl)pyrimidine-5-carboxamide C(C)OC1=NC(=NC=C1C(=O)NC1=CC2=CN(N=C2C=C1)C)S(=O)C